FC1=CSC=2C(=NNC(C21)=O)C2=C(C=C(C=C2)F)OC 3-fluoro-7-(4-fluoro-2-methoxy-phenyl)-5H-thieno[2,3-d]pyridazin-4-one